[3-(4-{2-butyl-1-[4-(4-chloro-phenoxy)-phenyl]-1H-imidazol-4-yl}-phenoxy)-propyl]-diethylamine C(CCC)C=1N(C=C(N1)C1=CC=C(OCCCN(CC)CC)C=C1)C1=CC=C(C=C1)OC1=CC=C(C=C1)Cl